9-fluorenone C1=CC=CC=2C3=CC=CC=C3C(C12)=O